C1(=CC=CC=C1)N1CCC2=C1N=C(N=C2OC2CCOCC2)N2CCOCC2 4-(7-phenyl-4-((tetrahydro-2H-pyran-4-yl)oxy)-6,7-dihydro-5H-pyrrolo[2,3-d]pyrimidin-2-yl)morpholine